C1=NC=CC2=CC=CC(=C12)C=N[S@@](=O)C(C)(C)C (S)-N-(isoquinolin-8-ylmethylene)-2-methylpropane-2-sulfinamide